2,6-dihydroxy-N-isopropyl-5'-methyl-4-pentyl-1',2',3',4'-tetrahydro-[1,1'-biphenyl]-3-sulfonamide OC1=C(C(=CC(=C1S(=O)(=O)NC(C)C)CCCCC)O)C1CCCC(=C1)C